C1(=CC=C2C=CC3=CC=CC4=CC=C1C2=C34)C#CC=3C(NC(N([C@H]4C[C@H](O)[C@@H](CO)O4)C3)=O)=O 5-(pyren-1-yl)ethynyl-2'-deoxy-uridine